ethyl 6-methyl-7-oxo-4-(4,4,5,5-tetramethyl-1,3,2-dioxaborolan-2-yl)-1-p-tolyl-6,7-dihydro-1H-pyrrolo[2,3-c]pyridine-2-carboxylate CN1C(C2=C(C(=C1)B1OC(C(O1)(C)C)(C)C)C=C(N2C2=CC=C(C=C2)C)C(=O)OCC)=O